4,4'-methylenebis(phenyldimethyl-urea) C(C1=CC=C(C=C1)N(C(=O)NC)C)C1=CC=C(C=C1)N(C(=O)NC)C